OCOCCCCCC 1,3-dioxanonane